S1C2N(CCCC1)CCC2 octahydropyrrolo[2,1-b][1,3]thiazepine